NCCC(=O)NC1=CC(=CC=C1)C#CCN 3-amino-N-(3-(3-aminoprop-1-yn-1-yl)phenyl)propanamide